tert-butyl (4-(2-((tert-butyldimethylsilyl)oxy)ethoxy)benzyl)carbamate [Si](C)(C)(C(C)(C)C)OCCOC1=CC=C(CNC(OC(C)(C)C)=O)C=C1